N-(4-methyl-3-(trifluoromethyl)phenyl)-5-(trifluoromethyl)piperidine-3-carboxamide CC1=C(C=C(C=C1)NC(=O)C1CNCC(C1)C(F)(F)F)C(F)(F)F